O1C(=CC=C1)CC1=CN=CC=2N=C(N=C(C21)N)N2CCN(CC2)C (furan-2-ylmethyl)-2-(4-methylpiperazin-1-yl)pyrido[3,4-d]pyrimidin-4-amine